CC1=NC(=CC=C1C1=NN2C(N=CC=C2)=C1C(=O)N[C@@H]1C(NC2=C(C(=N1)C1=CC=CC=C1)C=CC=C2)=O)NC(C)C 2-[2-methyl-6-(propan-2-ylamino)pyridin-3-yl]-N-[(3S)-2-oxo-5-phenyl-1,3-dihydro-1,4-benzodiazepine-3-Yl]pyrazolo[1,5-a]pyrimidine-3-carboxamide